N-(2-((4-tert-butylphenyl)amino)-1-(4-methoxyphenyl)-2-oxoethyl)morpholine-4-carboxamide C(C)(C)(C)C1=CC=C(C=C1)NC(C(C1=CC=C(C=C1)OC)NC(=O)N1CCOCC1)=O